C1(=CC=CC=C1)C=1C(N(C(C1)=O)CC=1C=NC=CC1)=O 3-phenyl-1-(pyridin-3-ylmethyl)-1H-pyrrole-2,5-dione